NC1=C(C=C(C(=C1)N)O)O 4,6-diamino-1,3-dihydroxybenzene